NCCNCCCC(=O)O N-(2-aminoethyl)-3-aminopropanecarboxylic acid